2-{(4-Methoxybenzyl)[9-(4-pentylphenyl)nonanoyl]amino}ethyl dihydrogen phosphate ammonium salt [NH4+].P(=O)(OCCN(C(CCCCCCCCC1=CC=C(C=C1)CCCCC)=O)CC1=CC=C(C=C1)OC)(O)O